CCCN(CCC)S(=O)(=O)C1=CC=C(C=C1)N 4-amino-N,N-dipropylbenzenesulfonamide